3-[3-methyl-2-oxo-5-[1-(2-piperazin-1-ylethyl)-4-piperidyl]benzimidazol-1-yl]piperidine-2,6-dione CN1C(N(C2=C1C=C(C=C2)C2CCN(CC2)CCN2CCNCC2)C2C(NC(CC2)=O)=O)=O